O(C1=CC=CC=C1)CCOC(C=C)=O acrylic acid phenoxyethyl ester